5-methoxy-6,9-dihydro-2,9a-diazabenzo[cd]azulen-1(2H)-one COC=1C=CC=2NC(N3CC=CCC1C23)=O